Cl.N1=C(C=CC=C1)C(=O)N Pyridineamide Hydrochloride